ClC=1C=C(C=CC1)C(=O)NC1=CC=C(C=C1)C1(COC1)C(=O)NCCC 3-{4-[(3-chlorobenzene-1-carbonyl)amino]phenyl}-N-propyloxetane-3-carboxamide